COC(=O)N1CCCC1C 5-methylpyrrolidine-1-carboxylic acid methyl ester